tert-butyl (S)-3-(3-amino-4-chlorophenyl)-3-cyclopropylpropionate NC=1C=C(C=CC1Cl)[C@@H](CC(=O)OC(C)(C)C)C1CC1